5-(3,6-diazabicyclo[3.2.1]oct-3-yl)-9-(4-chloro-2-methyl-2H-indazol-5-yl)-7H-imidazo[1,2-c]pyrrolo[3,2-e]pyrimidine C12CN(CC(NC1)C2)C2=NC1=C(C=3N2C=CN3)C(=CN1)C1=C(C3=CN(N=C3C=C1)C)Cl